(R)-1-(2-chloropyridin-3-yl)ethyl (1-methyl-4-(5-(oxetane-3-carboxamido)pyridin-2-yl)-1H-1,2,3-triazol-5-yl)carbamate CN1N=NC(=C1NC(O[C@H](C)C=1C(=NC=CC1)Cl)=O)C1=NC=C(C=C1)NC(=O)C1COC1